4-(3-methyl-2-sulfo-2,3-dihydro-1H-imidazol-4-yl)piperidine-1-carboxylic acid tert-butyl ester C(C)(C)(C)OC(=O)N1CCC(CC1)C=1N(C(NC1)S(=O)(=O)O)C